C1N(CCC12CCCC2)C=2C=1N(N=C(C2)C=2C(NC(NC2)=O)=O)C=CN1 5-(8-(2-azaspiro[4.4]nonan-2-yl)imidazo[1,2-b]pyridazin-6-yl)pyrimidine-2,4(1H,3H)-dione